COC=1C=2N(C=C(C1)C1=CC3=C(N(C(N3)=O)[C@H]3CN(CCC3)CCOC)C=C1C(F)(F)F)N=CN2 (R)-5-(8-Methoxy-[1,2,4]triazolo[1,5-a]pyridin-6-yl)-1-(1-(2-methoxyethyl)piperidin-3-yl)-6-(trifluoromethyl)-1,3-dihydro-2H-benzo[d]imidazol-2-on